(R)-12-butyl-13-methyl-10-phenyl-6,7,10,11,12,13-hexahydrobenzo[7',8'][1,4]dioxocino[6',5':4,5]benzo[1,2-f][1,2,5]thiadiazepine-2-carboxylic acid 14,14-dioxide C(CCC)[C@H]1N(S(C2=C(N(C1)C1=CC=CC=C1)C=C1C(=C2)C2=C(OCCO1)C=CC(=C2)C(=O)O)(=O)=O)C